(E)-3-bromo-2-chloro-3-iodoacrylic acid ethyl ester C(C)OC(/C(=C(\I)/Br)/Cl)=O